C1(CC1)CC(=O)N[C@H](C(=O)N[C@@H](C)C=1NC(=CN1)C1=C(C=C(C=C1)F)F)CC(=O)N1[C@H](CCCC1)C (2S)-2-[(2-cyclopropylacetyl)amino]-N-[(1S)-1-[5-(2,4-difluorophenyl)-1H-imidazol-2-yl]ethyl]-4-[(2S)-2-methyl-1-piperidyl]-4-oxo-butanamide